O[C@H]1[C@@H](N(CC[C@@H]1O)C)C[C@H]1N=C(C2=CC=CC=C2C1)C1=CC=C(C=C1)F ((2S,3S,4S)-3,4-dihydroxy-1-methylpiperidin-2-yl)methyl-(S)-1-(4-fluorophenyl)-3,4-dihydroisoquinoline